O=C(CCC(=O)O)COC1=C(C(=CC(=C1F)F)F)F 4-oxo-5-(2,3,5,6-tetrafluoro-phenoxy)-pentanoic acid